6-(3-chlorobenzyl)-N-(1-methyl-6-oxo-1,4,5,6-tetrahydropyridazin-3-yl)pyridazine-3-carboxamide ClC=1C=C(CC2=CC=C(N=N2)C(=O)NC2=NN(C(CC2)=O)C)C=CC1